(4-(3-amino-4-(4-aminophenyl)-1H-pyrazolo[3,4-b]pyridin-6-yl)piperidin-1-yl)-2-methylpropan-1-one NC1=NNC2=NC(=CC(=C21)C2=CC=C(C=C2)N)C2CCN(CC2)C(C(C)C)=O